styrene n-butyl-acrylate C(CCC)OC(C=C)=O.C=CC1=CC=CC=C1